(4-(tert-butyl)phenyl)-3-hydroxy-2-methylpyridin-4(1H)-one C(C)(C)(C)C1=CC=C(C=C1)N1C(=C(C(C=C1)=O)O)C